ClC1=CC=C(C=N1)NC1=NC=CC2=CC(=CC=C12)OC[C@H]1OC(CC1)(C)C (S)-N-(6-chloropyridin-3-yl)-6-((5,5-dimethyltetrahydrofuran-2-yl)methoxy)isoquinolin-1-amine